CC(CC)NCCCC (but-2-yl)(butyl)amine